N-(5-(4-(4-(azetidin-1-ylmethyl)-1H-pyrazol-1-yl)pyrimidin-2-ylamino)-4-methoxy-2-morpholinophenyl)acrylamide N1(CCC1)CC=1C=NN(C1)C1=NC(=NC=C1)NC=1C(=CC(=C(C1)NC(C=C)=O)N1CCOCC1)OC